O1C(CCC2=CC=CC=C12)=O 3,4-dihydrochromen-2-one